FC=1C=C(C(=O)O)C=CC1N1C[C@H](CC1)CO (S)-3-Fluoro-4-(3-(hydroxymethyl)pyrrolidin-1-yl)benzoic acid